COC=1SC=2N=C(SC2N1)C=1OC2=C(C1)C(=CC(=C2)OC)OCCN2CCCC2 2-methoxy-5-(6-methoxy-4-(2-(pyrrolidine-1-yl)ethoxy)benzofuran-2-yl)thiazolo[5,4-d]Thiazole